L-3'-deoxy-2',3'-didehydrocytidine [C@@H]1(C(O)=C[C@@H](CO)O1)N1C(=O)N=C(N)C=C1